N-(3-bromo-1H-pyrazolo[4,3-C]pyridin-6-yl)acetamide BrC1=NNC2=C1C=NC(=C2)NC(C)=O